CC1=C(N=C2N(C1=O)C=C(C=C2[C@@H](C)NC2=C(C(=O)O)C=CC=C2)C)N2CC(C2)C=2C=NC=CC2 (R)-2-((1-(3,7-dimethyl-4-oxo-2-(3-(pyridin-3-yl)azetidin-1-yl)-4H-pyrido[1,2-a]pyrimidin-9-yl)ethyl)amino)benzoic acid